C(C)C1(CCCCC1)OC(=O)C1C2C=CC(C1)C2 5-(1-ethylcyclohexyloxycarbonyl)-bicyclo[2.2.1]hept-2-ene